5-[5-chloro-6-(piperazin-1-yl)-1,8-naphthyridin-2-yl]-2,7-dimethylindazol-6-ol ClC1=C2C=CC(=NC2=NC=C1N1CCNCC1)C1=CC2=CN(N=C2C(=C1O)C)C